hydroxymethyl-hydroxy-uridine OC[C@@]1([C@@](O[C@@H]([C@H]1O)CO)(N1C(=O)NC(=O)C=C1)O)O